ClC=1C(=NSN1)C=1C=NC=CC1 3-(4-chloro-1,2,5-thiadiazol-3-yl)pyridine